(2R)-2-(4-aminophenyl)-1,1,1-trifluoropropan-2-ol NC1=CC=C(C=C1)[C@@](C(F)(F)F)(C)O